C(C)(C)(C)OC(=O)N1CCC(C2(C1)CCNCC2)=O 1-oxo-4,9-diazaspiro[5.5]undecane-4-carboxylic acid tert-butyl ester